FC1(CCN(CC1)CCCCCCCCSC1=C2CN(C(C2=CC=C1)=O)C1C(NC(CC1)=O)=O)F 3-(4-((8-(4,4-difluoropiperidin-1-yl)octyl)thio)-1-oxoisoindolin-2-yl)piperidine-2,6-dione